ClC1=NC=C(C(=N1)C1=CN(C2=NC=CC=C21)C2CC2)C#N 2-chloro-4-(1-cyclopropyl-1H-pyrrolo[2,3-b]pyridin-3-yl)pyrimidine-5-carbonitrile